3,9-Hexadecadienoic acid C(CC=CCCCCC=CCCCCCC)(=O)O